CN(C)CCOCCC[Si](OC)(OC)OC N,N-dimethyl-2-(3-trimethoxysilylpropoxy)ethylamine